potassium bistrimethylsilylamine C[Si](C)(C)N[Si](C)(C)C.[K]